Cl.C(C)OC([C@@H](C[C@@H](CC1=CC=C(C=C1)C1=CC=CC=C1)N)C)=O (2R,4S)-5-([1,1'-biphenyl]-4-yl)-4-amino-2-methyl-pentanoic acid ethyl ester hydrochloride